C(C)C1=CN=CC=2C=CC=C(C12)C(=O)O 4-ethyl-isoquinoline-5-carboxylic acid